Pyrazolo[1,5-a]pyridine-4-thiol N1=CC=C2N1C=CC=C2S